C(=O)(OC(C)(C)C)NCC1=CC=C(C=C1)CN 1-(N-Boc-aminomethyl)-4-(aminomethyl)benzene